Geranyl Tiglate ((E)-(E)-3,7-dimethylocta-2,6-dien-1-yl 2-methylbut-2-enoate) C\C(=C/C/C(=C(/C(=O)O)\C)/C)\CCC=C(C)C.C(\C(\C)=C\C)(=O)OC\C=C(/C)\CCC=C(C)C